3-amino-3-[(1-methoxy-1-oxooct-2-yl)carbamoyl]propionic acid NC(CC(=O)O)C(NC(C(=O)OC)CCCCCC)=O